F[C@@H]1CN(C(C=2N(C1)N=C1C2CN[C@@H](C1)C)=O)C (3R,8R)-8-Fluoro-3,10-dimethyl-1,2,3,4,7,8,9,10-octahydro-11H-pyrido[4',3':3,4]pyrazolo-[1,5-a][1,4]diazepin-11-one